NC1=NC(N(C=N1)C1OC=C(C(=C1O)O)CO)=O 4-amino-1-[3,4-dihydroxy-5-(hydroxymethyl)oxainine-2-yl]-1,3,5-triazin-2-one